5-(1H-benzimidazol-2-yl)benzene-1,3-diamine N1C(=NC2=C1C=CC=C2)C=2C=C(C=C(C2)N)N